(6S,9R)-N-(3,4-dichlorophenyl)-3-fluoro-6,7,8,9-tetrahydro-5H-6,9-epiminocyclohepta[c]pyridine-10-carboxamide ClC=1C=C(C=CC1Cl)NC(=O)N1[C@@H]2CC3=C(C=NC(=C3)F)[C@H]1CC2